(3R)-3-amino-7-(2-tert-butyltetrazol-5-yl)-1,1-dioxo-5-[[4-(trifluoromethoxy)phenyl]methyl]-2,3-dihydro-1lambda6,5-benzothiazepin-4-one N[C@H]1CS(C2=C(N(C1=O)CC1=CC=C(C=C1)OC(F)(F)F)C=C(C=C2)C=2N=NN(N2)C(C)(C)C)(=O)=O